2-(4-(((R)-1-methylpiperidin-3-yl)amino)phthalazin-1-yl)-5-(methylsulfinyl)phenol CN1C[C@@H](CCC1)NC1=NN=C(C2=CC=CC=C12)C1=C(C=C(C=C1)S(=O)C)O